2-Chloro-5-fluoro-6-((3-(3-hydroxybutyl)-1-methyl-2-oxo-2,3-dihydro-1H-benzo[d]imidazol-5-yl)amino)nicotinonitrile ClC1=C(C#N)C=C(C(=N1)NC1=CC2=C(N(C(N2CCC(C)O)=O)C)C=C1)F